FC1=C(CN)C=CC(=C1)Br 2-Fluoro-4-bromobenzylamine